FC(C=1C(=C(C=CC1)[C@@H](C)NC=1C2=C(N=C(N1)C)N=C(C(=C2)C2(CCN(CC2)C(C)C)C#N)OC)F)F (R)-4-(4-((1-(3-(difluoromethyl)-2-fluorophenyl)ethyl)amino)-7-methoxy-2-methylpyrido[2,3-d]pyrimidin-6-yl)-1-isopropylpiperidine-4-carbonitrile